O=C1NC(CCC1N1C(C2=CC=CC(=C2C1)NCCCCCS(=O)(=O)O)=O)=O 5-((2-(2,6-dioxopiperidin-3-yl)-1-oxoisoindolin-4-yl)amino)pentane-1-sulfonic acid